CC1=CC2=C(N(C=N2)CC2CNCCO2)C=C1 5-methyl-1-(morpholin-2-ylmethyl)-1H-benzo[d]imidazole